3-(((4-(5-(3-cyano-4-isopropoxyphenyl)-1,2,4-oxadiazol-3-yl)naphthalen-1-yl)methyl)amino)propionic acid C(#N)C=1C=C(C=CC1OC(C)C)C1=NC(=NO1)C1=CC=C(C2=CC=CC=C12)CNCCC(=O)O